6-chloro-2-[(3,4-dimethoxyphenyl)-methyl]-4H-3,1-benzoxazin-4-one ClC=1C=CC2=C(C(OC(=N2)CC2=CC(=C(C=C2)OC)OC)=O)C1